3-[[6-(difluoromethoxy)-4-[2-(5,6,7,8-tetrahydro-2,7-naphthyridin-3-ylamino)pyrazolo[1,5-a]pyridin-5-yl]-3-pyridyl]oxy]-2,2-dimethyl-propanenitrile FC(OC1=CC(=C(C=N1)OCC(C#N)(C)C)C1=CC=2N(C=C1)N=C(C2)NC=2N=CC=1CNCCC1C2)F